C1(CCCC1)OC(=O)N(C(C)C)C(C)C N-(cyclopentyloxycarbonyl)diisopropylamine